CC1=C(C(=C(C(=O)P(O)(O)=O)C=C1)C)C trimethylbenzoyl-phosphonic acid